N[C@@H](CCCCN)C(=O)O.OC(=O)C(C)C1=CC=C(CC(C)C)C=C1 ibuprofen L-lysine salt